C1(=CC=CC=C1)COC1=CC=C(C=C1)C[C@@H](CNC(C=C(C1(CC1)C(F)(F)F)C1=CC=NC=C1)=O)O N-((S)-3-(4-(phenylmethyloxy)phenyl)-2-hydroxypropyl)-3-(pyridin-4-yl)-3-(1-(trifluoromethyl)cyclopropyl)acrylamide